FC1(CCOCC1)CNC1=C(C=C(C=C1)S(=O)(=O)NC(C1=CC=CC=C1)=O)[N+](=O)[O-] N-(4-[[(4-fluorooxan-4-yl)methyl]amino]-3-nitrobenzenesulfonyl)benzamide